8-(((3,5-difluorophenyl)amino)methyl)-2-morpholino-6-((trimethylsilyl)ethynyl)-4H-chromen-4-one FC=1C=C(C=C(C1)F)NCC=1C=C(C=C2C(C=C(OC12)N1CCOCC1)=O)C#C[Si](C)(C)C